C1(CC1)C(=O)N1CCN(CC1)C(CCN[C@@H]1CCC=2C1=NNC(C2C(F)(F)F)=O)=O |r| rac-7-[[3-[4-(cyclopropanecarbonyl)piperazin-1-yl]-3-oxopropyl]amino]-4-(trifluoromethyl)-2,5,6,7-tetrahydro-3H-cyclopenta[c]pyridazin-3-one